BrC=1C(=CC(=NC1)Cl)CC(C)(O)C 1-(5-bromo-2-chloropyridin-4-yl)-2-methylpropan-2-ol